NN1C(C=CC=C1)=O aminopyridin-2(1H)-one